FC(C1CCC(CC1)C1=NNC(C2=CC=CC=C12)=O)(F)F 4-(4-(trifluoromethyl)cyclohexyl)phthalazin-1(2H)-one